methyl (4aR,6R,7R,8S,8aR)-8-(4-(3-fluorophenyl)-1H-1,2,3-triazol-1-yl)-7-((methylsulfonyl)oxy)-2-phenylhexahydropyrano[3,2-d][1,3]dioxine-6-carboxylate FC=1C=C(C=CC1)C=1N=NN(C1)[C@@H]1[C@H]([C@@H](O[C@H]2[C@@H]1OC(OC2)C2=CC=CC=C2)C(=O)OC)OS(=O)(=O)C